N-Cyclohexyl-2-Hydroxy-3-AminoPropaneSulfonic Acid C1(CCCCC1)NCC(CS(=O)(=O)O)O